C1(CC1)[C@H](\C=C\[S@](=O)(=NC)C)NC(=O)C=1C(=NC(=NC1)C(C)(F)F)OC1=CC=CC=C1 N-((R,E)-1-cyclopropyl-3-((S)-N,S-dimethylsulfonimidoyl)allyl)-2-(1,1-difluoroethyl)-4-phenoxypyrimidine-5-carboxamide